C=C(CC)C1=C(C=CC=C1)F 1-(but-1-en-2-yl)-2-fluorobenzene